OC[C@H]1NC=2C=CC(=CC2[C@H]2[C@@H]1CCN2CC2=CC=NC=C2)C=2C=C(C=CC2)NC(C)=O N-(3-((3aR,4S,9bR)-4-(hydroxymethyl)-1-(pyridin-4-ylmethyl)-2,3,3a,4,5,9b-hexahydro-1H-pyrrolo[3,2-c]quinolin-8-yl)phenyl)acetamide